CS(=O)(=O)C1=CC=C(C=O)C=C1 4-methanesulfonylbenzaldehyde